[Si](C)(C)(C(C)(C)C)C=1C(N(C(N(N1)CC1=CC=C(C#N)C=C1)=O)CC1=CC=C(C#N)C=C1)=O 4,4'-((6-(tert-butyldimethylsilyl)-3,5-dioxo-1,2,4-triazine-2,4(3H,5H)-diyl)bis(methylene))dibenzonitrile